C1(CC1)N1CCS(C2=C(C1=O)SC(=C2)C2=NC(=NC=C2C(F)(F)F)NC2=C(C=C(C=C2)N2C[C@H](NCC2)C)CC)(=O)=O (R)-4-cyclopropyl-7-(2-((2-ethyl-4-(3-methylpiperazin-1-yl)phenyl)amino)-5-(trifluoromethyl)pyrimidin-4-yl)-3,4-dihydrothieno[2,3-f][1,4]thiazepin-5(2H)-one 1,1-dioxide